iron zinc calcium sodium sulfate S(=O)(=O)([O-])[O-].[Na+].[Ca+2].[Zn+2].[Fe+2]